ClC=1C=CC(=C(C1)[C@H]1C[C@H](C1)NC(=O)C=1C(=NN(C1)[C@@H](C)C=1C=NC(=CC1C)N1C([C@@H]2C[C@@H]2C1)=O)COC)C#N |o1:19| N-((cis)-3-(5-chloro-2-cyanophenyl)cyclobutyl)-3-(methoxymethyl)-1-((S or R)-1-(4-methyl-6-((1R,5S)-2-oxo-3-azabicyclo[3.1.0]hexan-3-yl)pyridin-3-yl)ethyl)-1H-pyrazole-4-carboxamide